FC(C(=O)O)(F)F.NC1=CC(=C(C=C1OC)C1=NC=C(C2=C1C(=NO2)N)C=2C(=NNC2)C)F 4-(4-amino-2-fluoro-5-methoxyphenyl)-7-(3-methyl-1H-pyrazol-4-yl)isoxazolo[4,5-c]Pyridin-3-amine trifluoroacetate salt